[S+]1=CC=CC=C1 Thiapyrylium